NCCCSC1=NC(=C(C(=N1)OC)NC(=O)C=1OC(=CC1)OC=1C=C2C(CCC2=CC1C)(C)C)OC N-(2-((3-aminopropyl)thio)-4,6-dimethoxypyrimidin-5-yl)-5-((3,3,6-trimethyl-2,3-dihydro-1H-inden-5-yl)oxy)furan-2-carboxamide